2-[1-[1-[2-[tert-Butyl(dimethyl)silyl]oxyethyl]triazol-4-yl]-6,7-dichloro-indol-4-yl]oxyacetonitrile [Si](C)(C)(C(C)(C)C)OCCN1N=NC(=C1)N1C=CC2=C(C=C(C(=C12)Cl)Cl)OCC#N